(3S)-4-amino-N-((2S,3R)-3-hydroxy-2-butanyl)-3-methyl-N-((5-(trifluoromethyl)-2-pyridinyl)methyl)-1,3-dihydrofuro[3,4-c]quinoline-8-carboxamide NC1=NC=2C=CC(=CC2C2=C1[C@@H](OC2)C)C(=O)N(CC2=NC=C(C=C2)C(F)(F)F)[C@@H](C)[C@@H](C)O